N-(1,3-dihydroxypropan-2-yl)-4-(2-(6-methylpyridin-2-yl)-5,6-dihydro-7H-pyrrolo[2,3-d]pyrimidin-7-yl)nicotinamide OCC(CO)NC(C1=CN=CC=C1N1CCC2=C1N=C(N=C2)C2=NC(=CC=C2)C)=O